O=C1NC(SC1CC(=O)O)=NN=C(C)C1=CC=C(C=C1)C 2-(4-oxo-2-((1-(p-tolyl)ethylidene)hydrazineylidene)thiazolidin-5-yl)acetic acid